2-(2-bromoacetamido)-5-nitro-2'-chlorobenzophenone BrCC(=O)NC1=C(C(=O)C2=C(C=CC=C2)Cl)C=C(C=C1)[N+](=O)[O-]